C(C)OC(=O)C=1C=C2C(=CC=NC2=CC1Br)OC1=CC=C(C=C1)NC(=O)C1(CC1)C(NC1=CC=C(C=C1)F)=O 7-bromo-4-(4-(1-((4-fluorophenyl)carbamoyl)cyclopropane-1-carboxamido)phenoxy)quinoline-6-carboxylic acid ethyl ester